3-(5-((3-benzhydryl-3,6-diazabicyclo[3.1.1]heptan-6-yl)methyl)-1-oxoisoindolin-2-yl)piperidine-2,6-dione C(C1=CC=CC=C1)(C1=CC=CC=C1)N1CC2N(C(C1)C2)CC=2C=C1CN(C(C1=CC2)=O)C2C(NC(CC2)=O)=O